C(CC(C)C)N1C(C=C(C=C1)C1=NC=2N(C=C1)N=CC2C=2C(=NC=CC2)OC)=O 1-isopentyl-4-(3-(2-methoxypyridin-3-yl)pyrazolo[1,5-a]pyrimidin-5-yl)pyridin-2(1H)-one